ClC1=C(N2CCCC2=C1C(=O)NC1=CC(=C(C=C1)F)C)C(C(=O)N[C@H]1COC[C@@H]1O)=O 6-chloro-N-(4-fluoro-3-methylphenyl)-5-(2-(((3S,4R)-4-hydroxytetrahydrofuran-3-yl)amino)-2-oxoacetyl)-2,3-dihydro-1H-pyrrolizine-7-carboxamide